2,2-dimethyl-3-(pyridin-3-yl)propan-1-amine CC(CN)(CC=1C=NC=CC1)C